diisobutylene bromide [Br-].CC(C)=C.CC(C)=C